O=C1C2OC(CN1C(=O)OC(C)(C)C)C2 tert-Butyl 2-oxo-6-oxa-3-azabicyclo[3.1.1]heptane-3-carboxylate